NC1=C(C(=O)NCC(F)(F)F)C=C(C=N1)C1=C(C=C(C=C1)NC([C@@H](O)C1=CC(=CC(=C1)F)F)=O)C (S)-2-amino-5-(4-(2-(3,5-difluorophenyl)-2-hydroxyacetamido)-2-methylphenyl)-N-(2,2,2-trifluoroethyl)nicotinamide